COC=1C=C2C(=NC=NC2=CC1OC)OC1=CC(=C(C=C1)C1C=2N(CCC1)N(C(C2C(=O)N)=O)C2=CC=CC=C2)F (4-((6,7-dimethoxyquinazolin-4-yl)oxy)-2-fluorophenyl)-2-oxo-1-phenyl-1,2,4,5,6,7-hexahydropyrazolo[1,5-a]pyridine-3-carboxamide